6-[[[(2S,4r)-1-[(2S)-2-(4-cyclopropyl-triazol-1-yl)-3,3-dimethyl-butyryl]-4-hydroxy-pyrrolidine-2-carbonyl]amino]methyl]-3,4-dihydro-1H-pyrrolo[2,1-c][1,4]oxazine-8-carboxamide C1(CC1)C=1N=NN(C1)[C@H](C(=O)N1[C@@H](C[C@H](C1)O)C(=O)NCC1=CC(=C2COCCN21)C(=O)N)C(C)(C)C